(2S)-1,4-bis[2-(4-chloro-3-fluorophenoxy)acetamido]bicyclo[2.2.2]octan-2-yl 2-(phosphonooxy)ethyl Carbonate C(O[C@@H]1C2(CCC(C1)(CC2)NC(COC2=CC(=C(C=C2)Cl)F)=O)NC(COC2=CC(=C(C=C2)Cl)F)=O)(OCCOP(=O)(O)O)=O